4-(((1r,3r)-3-(benzyloxy)cyclobutyl)methoxy)pyridine C(C1=CC=CC=C1)OC1CC(C1)COC1=CC=NC=C1